FC(C1=C(C=CC(=C1)C(F)(F)F)[C@H](C)N1N=CC(=C1)NC(=O)C1=C(N=C(S1)C1=NC=CC=C1)C)(F)F (S)-N-(1-(1-(2,4-bis(trifluoromethyl)phenyl)ethyl)-1H-pyrazol-4-yl)-4-methyl-2-(pyridin-2-yl)thiazole-5-carboxamide